6-styryl-s-triazine normal butylmalate C(CCC)OC(C(O)CC(=O)O)=O.C(=CC1=CC=CC=C1)C1=NC=NC=N1